C1(CC1)C=1ON=C2C1C(CCC1=C2C2=C(N=CN=C2NCC2=C(C=C(C=C2)OC)OC)N1)=O 3-cyclopropyl-11-((2,4-dimethoxybenzyl)amino)-6,7-dihydroisoxazolo[4'',3'':6',7']cyclohepta[1',2':4,5]pyrrolo[2,3-d]pyrimidin-4(5H)-one